FC1=C(C(=C(C=C1OC)OC)F)N1C(N(C2=C(C1)C=NC(=C2)C2=CC=C(C=C2)C2(CCC2)C#N)CC)=O 1-(4-(3-(2,6-difluoro-3,5-dimethoxyphenyl)-1-ethyl-2-oxo-1,2,3,4-tetrahydropyrido[4,3-d]pyrimidin-7-yl)phenyl)cyclobutanecarbonitrile